NC=1C=C(C=NC1)C#CC(C)(O)C (E)-4-(5-aminopyridin-3-yl)-2-methylbut-3-yn-2-ol